C1(CC1)S(=O)(=O)C1=CC(=C(C=C1C)B1OC(C(O1)(C)C)(C)C)F 2-(4-cyclopropylsulfonyl-2-fluoro-5-methyl-phenyl)-4,4,5,5-tetramethyl-1,3,2-dioxaborolane